6-(2-chloro-3-(3-chloro-2-(3-(difluoromethoxy)-4-formylphenyl)pyridin-4-yl)phenyl)-2-methoxynicotinaldehyde ClC1=C(C=CC=C1C1=C(C(=NC=C1)C1=CC(=C(C=C1)C=O)OC(F)F)Cl)C1=NC(=C(C=O)C=C1)OC